N-Phenyl-N-{4-(1-phenyl-naphthalen-3-yl)phenyl}-amine C1(=CC=CC=C1)NC1=CC=C(C=C1)C=1C=C(C2=CC=CC=C2C1)C1=CC=CC=C1